5,6-dihydropyrido[3,4-d]pyrimidine-7(8H)-carboxylic acid tertiary Butyl ester C(C)(C)(C)OC(=O)N1CC=2N=CN=CC2CC1